ClC=1C=C(C=C2CN(C(C12)=O)C)C1=C(N=C(S1)CC(=O)N)C (5-(7-chloro-2-methyl-1-oxoisoindol-5-yl)-4-methylthiazol-2-yl)acetamide